isopropyl 7-(5-chloro-2-(2-(6-(4-methoxypiperidin-1-yl)-2,5-dimethyl-4-oxo-5,6,7,8-tetrahydroquinazolin-3(4H)-yl)ethoxy)phenyl)-5-methylthieno[3,2-b]pyridine-3-carboxylate ClC=1C=CC(=C(C1)C1=C2C(=NC(=C1)C)C(=CS2)C(=O)OC(C)C)OCCN2C(=NC=1CCC(C(C1C2=O)C)N2CCC(CC2)OC)C